2-(thiophene-2-yl)ethane-1-amine S1C(=CC=C1)CCN